C(C(=C)C)(=O)OC1CC(CC(C1)C)(C)C 3,3,5-trimethylcyclohexyl methacrylate